ClC1=C(C=CC(=C1NC=1C(=C2C(N(C=NC2=CC1)C)=O)C)F)NS(=O)(=O)N1C[C@@H](CC1)OC (R)-N-(2-chloro-3-((3,5-dimethyl-4-oxo-3,4-dihydroquinazolin-6-yl)amino)-4-fluorophenyl)-3-methoxypyrrolidine-1-sulfonamide